3-{4-[trans-4-amino-3-methoxypiperidin-1-yl]-3-(3,5-difluorophenyl)quinolin-6-yl}-2-(methoxymethoxy)benzonitrile N[C@H]1[C@@H](CN(CC1)C1=C(C=NC2=CC=C(C=C12)C=1C(=C(C#N)C=CC1)OCOC)C1=CC(=CC(=C1)F)F)OC